C(=O)O.NC=1C2=C(N=CN1)N(C(=C2C2=CC=C(C=C2)OC2=CC=CC=C2)C#CC2CCN(CCC2)C(\C=C\CN2CCCCC2)=O)C (E)-1-(4-((4-amino-7-methyl-5-(4-phenoxyphenyl)-7H-pyrrolo[2,3-d]pyrimidin-6-yl)ethynyl)azepan-1-yl)-4-(piperidin-1-yl)but-2-en-1-one formate